23-methylpentacosyl docos-13-enoate C(CCCCCCCCCCCC=CCCCCCCCC)(=O)OCCCCCCCCCCCCCCCCCCCCCCC(CC)C